OC1=CC=C(OC2=C(C(=O)N)C=CC=C2)C=C1 2-(4-hydroxyphenoxy)benzamide